ClC=1N=C(NC1NC1=CC=NC2=CC(=CC=C12)C(F)F)C N-(4-chloro-2-methyl-1H-imidazol-5-yl)-7-(di-fluorometh-yl)quinolin-4-amine